chloromethyl cyclopentanate C1(CCCC1)C(=O)OCCl